N-(4-{[6-chloro-7-(3-morpholinopropoxy)quinolin-4-yl]oxy}-3-fluorophenyl)-5-(4-fluorophenyl)-6-oxo-2,3,5,6-tetrahydrofuro[3,2-c]pyridine-7-carboxamide ClC=1C=C2C(=CC=NC2=CC1OCCCN1CCOCC1)OC1=C(C=C(C=C1)NC(=O)C1=C2C(=CN(C1=O)C1=CC=C(C=C1)F)CCO2)F